FC1(CN(C1)C1=CC2=C(CCC=3C(C=4C=CC=CC4NC23)=O)C=C1)F 2-(3,3-difluoroazetidin-1-yl)-6,12-dihydrobenzo[c]acridin-7(5H)-one